3-chloro-1-cyclopropyl-4-nitro-1H-pyrazole ClC1=NN(C=C1[N+](=O)[O-])C1CC1